OC=1C=C(C=CC1O)C1OC2=CC(=CC(=C2CC1OC1(OC=2C=C(C=C(C2C(C1O)O)O)O)C1=CC=C(C=C1)O)O)O 2-[[2-(3,4-dihydroxyphenyl)-5,7-dihydroxy-3,4-dihydro-2H-chromen-3-yl]oxy]-2-(4-hydroxyphenyl)-3,4-dihydrochromen-3,4,5,7-tetraol